NCCC1=CC=C(C=C1)C1=C(C=C(C#N)C=C1)CN1N=C(C=C1)C1=CC=CC=C1 4-[4-(2-aminoethyl)phenyl]-3-[(3-phenylpyrazol-1-yl)methyl]benzonitrile